C(C)(C)(C)OOOC(=O)OCCCCCCOC(=O)OOOC(C)(C)C 1,6-bis-(t-butylperoxycarboxyoxy)hexane